NC(C[Si](C)(C)C)C 2-aminopropyltrimethylsilane